3-((1-(hydroxymethyl)cyclohexyl)methoxy)butanoic acid OCC1(CCCCC1)COC(CC(=O)O)C